OC(COC1=CC=C(C(/C=C/C2=CC3=C(C=C2)OCO3)=O)C=C1)CN1CCN(CC1)C1=CC=CC=C1 4'-[2-Hydroxy-3-(4-phenylpiperazin-1-yl)-propoxy]-3,4-methylenedioxy-chalcone